C(CO)(=O)O.ClC1=C(OC(=O)NC=2C=C3C=4CC(CCC4NC3=CC2)NCCC=2C=NN(C2)C(C)C)C=CC=C1 6-(2-chlorophenoxy)carbonylamino-3-(2-(1-isopropyl-1H-pyrazol-4-yl)ethyl)amino-1,2,3,4-tetrahydro-9H-carbazole glycolate